FC1=CC=C2CC3C(C2=C1)(C=1C=C(C=CC1C3)F)O 3,6-difluoro-9a,10-dihydroindeno[1,2-a]inden-4b(9H)-ol